4-bromophenylacetyl chloride BrC1=CC=C(C=C1)CC(=O)Cl